BrC=1C(=C(C(=C(C#N)C1)N1C2=CC=CC=C2C=2C=CC=CC12)N1C2=CC=CC=C2C=2C=C(C=CC12)C1=CC=CC=C1)C#N 5-bromo-2-(9H-carbazole-9-yl)-3-(3-phenylcarbazole-9-yl)-terephthalonitrile